2,2-diethyl-5-methoxy-N-(3-methyl-1-(2-(1-methylpiperidin-4-yl)ethyl)-1H-indazol-6-yl)-2H-chromene-6-carboxamide C(C)C1(OC2=CC=C(C(=C2C=C1)OC)C(=O)NC1=CC=C2C(=NN(C2=C1)CCC1CCN(CC1)C)C)CC